N-[(1S)-2-[[(1S)-1-cyano-2-[(3S)-2-oxo-3-piperidyl]ethyl]amino]-2-oxo-1-(trimethylsilylmethyl)ethyl]-4-methoxy-1H-indole-2-carboxamide C(#N)[C@H](C[C@H]1C(NCCC1)=O)NC([C@@H](C[Si](C)(C)C)NC(=O)C=1NC2=CC=CC(=C2C1)OC)=O